propan-1-one C(CC)=O